rac-4-((4bs,5r,6s,7ar)-6-((benzylamino)methyl)-4b,5-dihydroxy-4-methoxy-7-phenyl-4b,5,6,7-tetrahydro-7aH-cyclopenta[4,5]furo[2,3-c]pyridin-7a-yl)benzonitrile C(C1=CC=CC=C1)NC[C@@H]1[C@@H]([C@]2([C@](C3=C(C=NC=C3OC)O2)([C@@H]1O)O)C1=CC=C(C#N)C=C1)C1=CC=CC=C1 |&1:10|